CC#N 2-ethanenitrile